1,4,5-trimethyl-1H-imidazole-2-carboxylic acid methyl ester COC(=O)C=1N(C(=C(N1)C)C)C